(2S,4R)-benzyl 1-((S)-2-(2-cyanoacetamido)-3,3-dimethylbutyryl)-4-hydroxypyrrolidine-2-carboxylate C(#N)CC(=O)N[C@H](C(=O)N1[C@@H](C[C@H](C1)O)C(=O)OCC1=CC=CC=C1)C(C)(C)C